CC1=CC(=O)OC2=C1C=CC(=C2)O[C@H]3[C@@H]([C@H]([C@@H]([C@H](O3)C(=O)[O-])O)O)O The molecule is a beta-D-glucosiduronate resulting from the deprotonation of the carboxy group of 4-methylumbelliferone beta-D-glucuronide. The major species at pH 7.3. It is a monocarboxylic acid anion and a beta-D-glucosiduronate. It is a conjugate base of a 4-methylumbelliferone beta-D-glucuronide.